[Ag].N1=C(C(=NC2=C3C=CC=NC3=C3N=CC=CC3=C21)C(=O)O)C(=O)O pyrazino[2,3-f][1,10]phenanthroline-2,3-dicarboxylic acid silver